5-(2-cyclopropylethynyl)-N4-(2-fluoro-5-nitrophenyl)-N2-(1-methyl-1H-pyrazol-4-yl)pyrimidine-2,4-diamine C1(CC1)C#CC=1C(=NC(=NC1)NC=1C=NN(C1)C)NC1=C(C=CC(=C1)[N+](=O)[O-])F